tert-Butyl 7-(3-amino-8-chloro-7-fluoroisoquinolin-6-yl)-3-(hydroxymethyl)-8-methyl-3,4-dihydro-1,5-naphthyridine-1(2H)-carboxylate NC=1N=CC2=C(C(=C(C=C2C1)C1=CN=C2CC(CN(C2=C1C)C(=O)OC(C)(C)C)CO)F)Cl